2-fluoro-4-methoxy-5-(3-methylindole-1-sulfonyl)aniline FC1=C(N)C=C(C(=C1)OC)S(=O)(=O)N1C=C(C2=CC=CC=C12)C